tert-butyl-4-(4-(6-amino-5-(5-(cyclopropylmethyl)-1,3,4-oxadiazol-2-yl)pyridin-3-yl)-1H-pyrazol-1-yl)piperidine-1-carboxylate C(C)(C)(C)OC(=O)N1CCC(CC1)N1N=CC(=C1)C=1C=NC(=C(C1)C=1OC(=NN1)CC1CC1)N